2-(2-ethoxyphenoxy)ethyl methanesulfonate CS(=O)(=O)OCCOC1=C(C=CC=C1)OCC